ClC1=C(CC=2N(C(N(N2)C)=O)CC2=CC=C(C=C2)F)C(=CC=C1)F 5-(2-chloro-6-fluorobenzyl)-4-(4-fluorobenzyl)-2-methyl-2,4-dihydro-3H-1,2,4-triazol-3-one